FC1=C(C=C(N)C=C1)C 4-fluoro-3-methylaniline